N[C@@H](CC1=CC=CC=C1)C=1NC(=CN1)C(=O)O (S)-2-(1-amino-2-phenylethyl)-1H-imidazole-5-carboxylic acid